(2-(2,6-dioxopiperidin-3-yl)-7-fluoro-3-oxoisoindolin-5-yl)methyl (4-(tert-butyl)phenyl)carbamate C(C)(C)(C)C1=CC=C(C=C1)NC(OCC=1C=C2C(N(CC2=C(C1)F)C1C(NC(CC1)=O)=O)=O)=O